BrC1=NN(C=2C1=NC(=CC2CO)N2[C@@H](COCC2)C)C [3-Bromo-1-methyl-5-((R)-3-methyl-morpholin-4-yl)-1H-pyrazolo[4,3-b]pyridin-7-yl]-methanol